3-(bis(4-fluorophenyl)methylene)-N-(4-(trifluoromethyl)phenyl)piperidine-1-sulfonamide FC1=CC=C(C=C1)C(=C1CN(CCC1)S(=O)(=O)NC1=CC=C(C=C1)C(F)(F)F)C1=CC=C(C=C1)F